C(C=C)(=O)N1C[C@@H](CCCC1)N1C(=NC2=C1C(=C(C=C2)O[C@@H]2COCC2)Cl)NC(C2=CC(=NC=C2)C(F)(F)F)=O N-(1-((R)-1-Acryloylazepan-3-yl)-7-chloro-6-(((S)-tetrahydrofuran-3-yl)oxy)-1H-benzo[d]imidazol-2-yl)-2-(trifluoromethyl)isonicotinamide